6-[(2R,3S,4S,5R)-3-(3,4-difluoro-2-methoxyphenyl)-4,5-dimethyl-5-(trifluoromethyl)oxapentan-2-ylamino]isoquinoline-2-carboxamide FC=1C(=C(C=CC1F)[C@@H]([C@@H](O)NC=1C=C2C=CN(CC2=CC1)C(=O)N)[C@@H]([C@H](C(F)(F)F)C)C)OC